CC1(CC(=O)C2=C(O1)C=C(C3=C2C=C(C=C3O)O)[O-])O The molecule is an organic anion that is the conjugate base of 3,6,7,9-tetrahydroxy-3-methyl-2,3-dihydro-1H-naphtho[2,1-b]pyran-1-one, arising from the deprotonation of the hydroxy group at position 6; major species at pH 7.3. It is an organic anion and a naphtho-gamma-pyrone. It is a conjugate base of a 3,6,7,9-tetrahydroxy-3-methyl-2,3-dihydro-1H-naphtho[2,1-b]pyran-1-one.